(S)-8-(2-amino-6-((R)-1-(5-chloro-3'-(morpholine-4-carbonyl)-[1,1'-biphenyl]-2-yl)-2,2,2-trifluoroethoxy)pyrimidin-4-yl)-2,8-diazaspiro[4.5]decane-3-carboxylic acid NC1=NC(=CC(=N1)N1CCC2(C[C@H](NC2)C(=O)O)CC1)O[C@@H](C(F)(F)F)C1=C(C=C(C=C1)Cl)C1=CC(=CC=C1)C(=O)N1CCOCC1